2-[(4-bromophenyl)amino]but-3-en-1-ol tert-butyl-3-(4-chloro-7,7-dimethyl-5-oxo-5,7-dihydroindolo[1,2-a]quinazolin-10-yl)-8-azabicyclo[3.2.1]oct-2-ene-8-carboxylate C(C)(C)(C)C12C=C(CC(CC1)N2C(=O)OCC(C=C)NC2=CC=C(C=C2)Br)C2=CC=C1C(C=3N(C=4C=CC=C(C4C(N3)=O)Cl)C1=C2)(C)C